4-(Chloromethyl)thiazol-2-amine ClCC=1N=C(SC1)N